C(C)NC(=O)NS(=O)(=O)C=1SC(=CC1C1=CC(=C(C=C1)CN1C(=NC=C1)C)C)CC(C)C N-(ethylcarbamoyl)-5-isobutyl-3-(3-methyl-4-((2-methyl-1H-imidazol-1-yl)methyl)phenyl)thiophene-2-sulfonamide